3-(4-(3-((5-benzyl-1,3,4-oxadiazol-2-yl)amino)azetidin-1-yl)-2,6-difluorophenyl)piperidine-2,6-dione C(C1=CC=CC=C1)C1=NN=C(O1)NC1CN(C1)C1=CC(=C(C(=C1)F)C1C(NC(CC1)=O)=O)F